C(C)(C)(C)C1=CC(=C(C=C1)C=1NC2=CC=C(C=C2C(C1CO)=O)F)C 2-(4-tert-butyl-2-methyl-phenyl)-6-fluoro-3-(hydroxymethyl)-1H-quinolin-4-one